CN1C(=NC=C1C1=CC(=C(C=C1)NC=1N=CC2=CC=NC(=C2C1)C=1C=NN(C1)C)OC)C N-(4-(1,2-dimethyl-1H-imidazol-5-yl)-2-methoxyphenyl)-5-(1-methyl-1H-pyrazol-4-yl)-2,6-naphthyridin-3-amine